Potassium nonafluorobutanesulfonate salt FC(C(C(C(S(=O)(=O)[O-])(F)F)(F)F)(F)F)(F)F.[K+]